C1(CC1)C#CC=1C=C(C=C(C1)F)N(C1=NC=2N(C3=CC=CC(=C13)F)C(=NN2)C)CC(F)F N-(3-(cyclopropylethynyl)-5-fluorophenyl)-N-(2,2-difluoroethyl)-6-fluoro-1-methyl-[1,2,4]triazolo[4,3-a]quinazolin-5-amine